6-(3,5-dimethylpyrazol-1-yl)-2-[[1-[(1-hydroxycyclohexyl)methyl]azetidin-3-yl]methyl]pyridazin-3-one CC1=NN(C(=C1)C)C=1C=CC(N(N1)CC1CN(C1)CC1(CCCCC1)O)=O